5-chloro-4-[3-(hydroxymethyl)azetidin-1-yl]-2-(4-pyridinyl)-1H-pyrimidin-6-one ClC1=C(N=C(NC1=O)C1=CC=NC=C1)N1CC(C1)CO